4-phenylamino-4'-aminostilbene-2,2'-disulfonate C1(=CC=CC=C1)NC=1C=C(C(=CC1)C=CC=1C(=CC(=CC1)N)S(=O)(=O)[O-])S(=O)(=O)[O-]